tert-butyl N-{3-bromo-2-[(2S)-2-[(tert-butoxycarbonyl)amino]propyl]-5-chloro-6-fluorofuro[3,2-b]pyridin-7-yl}-N-(thiophen-2-ylmethyl)carbamate BrC1=C(OC=2C1=NC(=C(C2N(C(OC(C)(C)C)=O)CC=2SC=CC2)F)Cl)C[C@H](C)NC(=O)OC(C)(C)C